(Z)-1-(2-chloro-4-(4-(4-(trifluoromethoxy)phenyl)-1H-imidazol-1-yl)phenyl)-3-(3-(2-isopropyl-5-methylphenyl)-4-oxothiazolidin-2-ylidene)urea ClC1=C(C=CC(=C1)N1C=NC(=C1)C1=CC=C(C=C1)OC(F)(F)F)NC(=O)\N=C\1/SCC(N1C1=C(C=CC(=C1)C)C(C)C)=O